C(C1=CC=CC=C1)OC1=CC2=C(C[C@@H](CS2)NC(=O)OC(C)(C)C)C(=C1N(C(C(F)(F)F)=O)CC(=O)OC)F methyl [{(3S)-7-(benzyloxy)-3-[(tert-butoxycarbonyl)amino]-5-fluoro-3,4-dihydro-2H-1-benzothiopyran-6-yl}(trifluoroacetyl)amino]acetate